N[C@H](C1=NC2=C(N1)C=CC(=C2)[C@@H](C)NC(CC(C(F)(F)F)C(F)(F)F)=O)C2CCC(CC2)(F)F N-((R)-1-(2-((S)-amino(4,4-difluorocyclohexyl)methyl)-1H-benzo[d]imidazol-5-yl)ethyl)-4,4,4-trifluoro-3-(trifluoromethyl)butanamide